C(C)(C)N1N=CC(=C1)C1=NC(=NC=C1C)NC1=CC=C(CNC(C=C)=O)C=C1 N-(4-((4-(1-isopropyl-1H-pyrazol-4-yl)-5-methylpyrimidin-2-yl)amino)benzyl)acrylamide